C(CCCCCCCCC\C=C/CCCCCCCCCCCC(=O)O)CCCCCCCC\C=C/CCCCCCCCCCCC(=O)O.CN1C=NC=C1C=1C=C2C=C(N=CC2=CC1)NC(CN1[C@H](COCC1)C)=O (S)-N-(6-(1-methyl-1H-imidazol-5-yl)isoquinolin-3-yl)-2-(3-methylmorpholinyl)acetamide ethylenebis-erucate